NC=1N=C2N(N=C(C=C2)C=2C=CC(=C(C2)NC(=O)N2OCC[C@H]2C2=CC=CC=C2)OC)C1 (S)-N-(5-(2-aminoimidazo[1,2-b]pyridazin-6-yl)-2-methoxyphenyl)-3-phenylisoxazolidine-2-carboxamide